N-((1-(trifluoromethyl)cyclobutyl)methyl)pyridin-2-amine FC(C1(CCC1)CNC1=NC=CC=C1)(F)F